C(CCCCCCCCCCCCCCCCCCCCC)C(C(=O)O)CCCCCCCCCCCCCCCC.C[Si](O)(C)C TRIMETHYL-SILANOL docosyl-stearate